1,3-dimethyl-imidazole bicarbonate C(O)(O)=O.CN1CN(C=C1)C